C1([C@H](O)[C@@H](O)[C@@H](O)[C@H](O1)CO)[C@]1([C@@H]([C@H]([C@H](O[C@H]2[C@@H]([C@H](C(O)O[C@@H]2CO)O)O)O[C@@H]1CO)O)O)O 4'-galactosyl-lactose